NCC=1NC=2N(C(C1C=1C=C3C=CC=NC3=CC1)=O)N=C(C2C2=CCCCC2)C2=CC=CC=C2 5-(aminomethyl)-3-(cyclohex-1-en-1-yl)-2-phenyl-6-(quinolin-6-yl)pyrazolo[1,5-a]pyrimidin-7(4H)-one